CC1=C(C=NN1C1=CC=C(C=C1)C(F)(F)F)C(=O)O 5-methyl-1-(4-(trifluoromethyl)phenyl)-1H-pyrazole-4-carboxylic acid